C1(CC1)N1N=C(C=C1)C=1C=C(C=C(C1)C1=CC=C(C=C1)F)CNC(C=C)=O N-((5-(1-cyclopropyl-1H-pyrazol-3-yl)-4'-fluoro[1,1'-biphenyl]-3-yl)methyl)acrylamide